((1-methylpyrrolidin-1-ium-1-yl)methyl)((trifluoromethyl)sulfonyl)amide C[N+]1(CCCC1)C[N-]S(=O)(=O)C(F)(F)F